N1=NC(=CC=C1)SCCC(C#N)C#N (2-pyridazin-3-ylsulfanylethyl)malononitrile